C1(=CC=C(C=C1)/C=C/C(=O)Cl)C (E)-3-p-tolylacryloyl chloride